7-(2-(5-chloro-1H-indol-3-yl)ethoxy)-5-(3,5-difluorophenyl)thiazolo[5,4-d]pyrimidine ClC=1C=C2C(=CNC2=CC1)CCOC=1C2=C(N=C(N1)C1=CC(=CC(=C1)F)F)SC=N2